1-(4-bromo-1,3-diphenyl-1H-pyrazol-5-yl)-3-((3s,4r)-4-(3,4-difluorophenyl)-1-(2-methoxyethyl)pyrrolidin-3-yl)urea BrC=1C(=NN(C1NC(=O)N[C@@H]1CN(C[C@H]1C1=CC(=C(C=C1)F)F)CCOC)C1=CC=CC=C1)C1=CC=CC=C1